4'-hydroxybiphenyl-4-carbaldehyde OC1=CC=C(C=C1)C1=CC=C(C=C1)C=O